3-(2,6-difluoro-3-hydroxy-5-methoxyphenyl)-1-ethyl-2-oxo-2,3,4,7-tetrahydro-1H-pyrrolo[3',2':5,6]pyrido[4,3-d]pyrimidine-8-carboxylic acid FC1=C(C(=C(C=C1O)OC)F)N1C(N(C2=C(C1)C=NC1=C2C=C(N1)C(=O)O)CC)=O